C(#N)C1=CNC2=C(C=CC(=C12)C)NS(=O)(=O)C=1C=NN(C1)C1C(NCC1)=O N-(3-cyano-4-methyl-1H-indol-7-yl)-1-(2-oxopyrrolidin-3-yl)pyrazole-4-sulfonamide